C1(CC1)C=1C(=CC(=C(CN2CCC3(CC(N(C3)C3=CC=C(C(=O)NCCOCC[N+]45CCN(CC4)CC5)C=C3)=O)CC2)C1)OCC)C(=O)OC 1-(2-(2-(4-(8-(5-cyclopropyl-2-ethoxy-4-(methoxycarbonyl)benzyl)-3-oxo-2,8-diazaspiro[4.5]decan-2-yl)benzamido)ethoxy)ethyl)-1,4-diazabicyclo[2.2.2]octan-1-ium